(R)-ethyl 3-(2-bromopyridin-4-yl)-3-(tert-butoxycarbonylamino)propanoate BrC1=NC=CC(=C1)[C@@H](CC(=O)OCC)NC(=O)OC(C)(C)C